COC1=NN(C=C1C(=O)NC1=NC(=CC=C1)C=1N2C(=NN1)CC[C@@H]2C)C=2C=NC=CC2C(F)(F)F (S)-3-methoxy-N-(6-(5-methyl-6,7-dihydro-5H-pyrrolo[2,1-c][1,2,4]triazol-3-yl)pyridin-2-yl)-1-(4-(trifluoromethyl)pyridin-3-yl)-1H-pyrazole-4-carboxamide